BrC1=CC=C(C=C1)[C@H]1[C@@H](C(NC(C1)=O)=O)C(=O)OCC |r| (+/-)-trans-Ethyl 4-(4-Bromophenyl)-2,6-dioxopiperidine-3-carboxylate